C(C)(C)(C)O[SiH](O[SiH](C)OC(C)(C)C)C 1,3-bis(tert-butoxy)-1,3-dimethyldisiloxane